BrC=1C=C(C=C2C(=CC(=NC12)N1CCCCC1)C#N)C 8-bromo-6-methyl-2-(piperidin-1-yl)quinoline-4-carbonitrile